CO[C@@]1(COCC1)C1=CC(=CC(=N1)C=1C=C(N2C=NC(=CC21)NC(C)=O)C)C (R)-N-(5-(6-(3-Methoxytetrahydrofuran-3-yl)-4-methylpyridin-2-yl)-7-methylpyrrolo[1,2-c]pyrimidin-3-yl)acetamide